(4-amino-6-bromo-5-fluoropyridin-3-yl)boronic acid NC1=C(C=NC(=C1F)Br)B(O)O